[Zr].[Sr] strontium-zirconium